C(C)N1N=C2C(=CC=C(C2=C1)C1CN(CC1)C(=O)OC(C)(C)C)C(NC=1C=C(C=2N(C1)C=CN2)F)=O tert-butyl 3-[2-ethyl-7-({8-fluoroimidazo[1,2-a]pyridin-6-yl} carbamoyl) indazol-4-yl]pyrrolidine-1-carboxylate